3-((5-Chloropyridin-3-yl)oxy)-1-((tetrahydro-2H-pyran-4-yl)methyl)-1H-pyrrole-2,5-dione ClC=1C=C(C=NC1)OC=1C(N(C(C1)=O)CC1CCOCC1)=O